2-(benzyloxy)-3-(3,6-dichloro-5-methylpyridazin-4-yl)propan-1-ol dibutyl-hydrogenphosphite trilauryl-trithiophosphite C(CCCCCCCCCCC)SP(S)(S)(CCCCCCCCCCCC)CCCCCCCCCCCC.C(CCC)P(O)(O)(O)CCCC.C(C1=CC=CC=C1)OC(CO)CC1=C(N=NC(=C1C)Cl)Cl